NC1=C(C(=NC(=C1F)C1=C(C(=C(C=C1)Cl)OC)F)C(=O)OCC1=CC=CC=C1)Cl benzyl 4-amino-3-chloro-6-(4-chloro-2-fluoro-3-methoxyphenyl)-5-fluoropyridine-2-carboxylate